ClC1=C(C#N)C(=CC(=C1)C#N)Cl 2,6-dichloro-terephthalonitrile